6-iodo-1,2-dimethyl-1H-benzo[d]imidazole IC=1C=CC2=C(N(C(=N2)C)C)C1